BrC1=C(C=CC=C1C#N)C1=CC=CC=C1 bromo-[1,1'-biphenyl]-3-carbonitrile